C(CC)C(CO)CO 2-propyl-propan-1,3-diol